NC1=CC2=C(N(C(=N2)C=2N(C(C(=C(N2)C(=O)NC=2C=NOC2)OC)=O)C)C2CCC2)C=C1 2-(5-amino-1-cyclobutyl-1H-1,3-benzodiazol-2-yl)-5-methoxy-1-methyl-N-(1,2-oxazol-4-yl)-6-oxo-1,6-dihydropyrimidine-4-carboxamide